N-[(4-methoxyphenyl)methyl]-N-methyl-6-[4-(trifluoromethyl)anilino]-5-vinyl-pyridine-3-sulfonamide COC1=CC=C(C=C1)CN(S(=O)(=O)C=1C=NC(=C(C1)C=C)NC1=CC=C(C=C1)C(F)(F)F)C